N-BUTYL-2-(3-FORMYLPHENOXY)ACETAMIDE C(CCC)NC(COC1=CC(=CC=C1)C=O)=O